FC1(CNC(N(C1)CC1=CC=2N(N=C1)C=C(N2)[C@H](CCC(C(F)(F)F)(C)C)NC(=O)C2=NON=C2OC)=O)F (S)-N-(1-(7-((5,5-Difluoro-2-oxotetrahydropyrimidin-1(2H)-yl)methyl)imidazo[1,2-b]pyridazin-2-yl)-5,5,5-trifluoro-4,4-dimethylpentyl)-4-methoxy-1,2,5-oxadiazole-3-carboxamide